chloromethylfurazan nitrogen [N].ClCC1=NON=C1